4,4'-(2-((2,2-Bis(4-methoxyphenyl)vinyl)thio)ethene-1,1-diyl)dibenzonitrile COC1=CC=C(C=C1)C(=CSC=C(C1=CC=C(C#N)C=C1)C1=CC=C(C#N)C=C1)C1=CC=C(C=C1)OC